C(C1=C(C=CC=C1)N(C([O-])=S)C1=CC=CC=C1)C1=C(C=CC=C1)N(C([O-])=S)C1=CC=CC=C1 methylenediphenylene-bis(phenylthiocarbamate)